(R)- or (S)-N-((2-methyl-4-(4-(trifluoromethoxy)phenyl)-4,5,6,7-tetrahydropyrazolo[1,5-a]pyrimidin-6-yl)methyl)acrylamide CC1=NN2C(N(C[C@H](C2)CNC(C=C)=O)C2=CC=C(C=C2)OC(F)(F)F)=C1 |o1:7|